4-chloro-1-(4-fluoro-2-methylsulfinyl-phenyl)pyrazolo[3,4-d]pyrimidine ClC1=C2C(=NC=N1)N(N=C2)C2=C(C=C(C=C2)F)S(=O)C